C(C)(=O)OI1(OC(C2=C1C=CC=C2)=O)(OC(C)=O)OC(C)=O 1,1,1-tris(acetyloxy)-1lambda~5~,2-benziodoxol-3(1H)-one